(R)-1-(6-((4-(6-methoxy-1H-indazol-4-yl)-1H-1,2,3-triazol-1-yl)methyl)pyridazin-3-yl)-N-neopentylpiperidin-3-amine COC1=CC(=C2C=NNC2=C1)C=1N=NN(C1)CC1=CC=C(N=N1)N1C[C@@H](CCC1)NCC(C)(C)C